P(O)(O)(O)=O.[K] monopotassium phosphoric acid